(S)-N-((S)-1-(6-aminopyridin-3-yl)ethyl)-3-((3,5-dimethylbenzyl)amino)-4-oxo-4,6,7,8-tetrahydropyrrolo[1,2-a]pyrimidine-6-carboxamide NC1=CC=C(C=N1)[C@H](C)NC(=O)[C@@H]1CCC=2N1C(C(=CN2)NCC2=CC(=CC(=C2)C)C)=O